ClC=1C=C(C(=NC1)OC)C1=C(C=NC(=C1)C)C(=O)NC=1SC2=C(N1)CN(C2)C(C2=NC=CC(=C2OC)C(F)(F)F)=O 5-chloro-2-methoxy-N-(5-(3-methoxy-4-(trifluoromethyl)picolinoyl)-5,6-dihydro-4H-pyrrolo[3,4-d]thiazol-2-yl)-6'-methyl-[3,4'-bipyridine]-3'-carboxamide